BrC=1C(=C(C(=CC1C)C)C1=CC=CC2=C1N=C(S2)N)C 4-(3-bromo-2,4,6-trimethylphenyl)benzothiazol-2-amine